C(C)(=O)C1=CC=C(C=C1)N1C(NC2=C1C=CC=C2)=O 1-(4-Acetylphenyl)-1H-benzo[d]imidazol-2(3H)-one